aminoketovalerate NC(C(C(=O)[O-])=O)CC